6-{5-[(cyclopropylamino)carbonyl]-3-fluoro-2-methylphenyl}-N-[(5-methyl-2-furyl)methyl]nicotinamide C1(CC1)NC(=O)C=1C=C(C(=C(C1)C1=NC=C(C(=O)NCC=2OC(=CC2)C)C=C1)C)F